2-methyl-4-{3-[1-(pyridin-2-yl)-1H,2H,3H,4H,9H-pyrido[3,4-b]indole-2-carbonyl]phenyl}but-3-yn-2-ol CC(C)(C#CC1=CC(=CC=C1)C(=O)N1C(C=2NC3=CC=CC=C3C2CC1)C1=NC=CC=C1)O